tert-butyl 3-[3-(4-aminobenzenesulfonyl)phenoxy]azetidine-1-carboxylate NC1=CC=C(C=C1)S(=O)(=O)C=1C=C(OC2CN(C2)C(=O)OC(C)(C)C)C=CC1